tetrahydropyrrolespiro-oxindole N1C(C2(C3=CC=CC=C13)NCCC2)=O